7-((benzyloxy)methyl)-2-chloro-1,7-dihydro-6H-purin-6-one C(C1=CC=CC=C1)OCN1C=NC=2N=C(NC(C12)=O)Cl